[Cu].[Sm] samarium-copper